FC1=C(C=C(C(=C1O)F)F)C1=NC(=NO1)CN1C(CCCC1=O)=O 1-((5-(2,4,5-Trifluoro-3-hydroxyphenyl)-1,2,4-oxadiazol-3-yl)methyl)piperidine-2,6-dione